butyl 1-[1-(3-bromophenyl)cyclopropyl]carbamoyl-5H,6H,7H,8H-imidazo[1,5-a]pyrazine-7-carboxylate BrC=1C=C(C=CC1)C1(CC1)NC(=O)C=1N=CN2C1CN(CC2)C(=O)OCCCC